FC(C(=O)O)(F)F.FC(C(=O)O)(F)F.FC(C(=O)O)(F)F.N1(CCCCC1)C1CCN(CC1)C(=O)OC=1C(=C2C=C(NC2=CC1)C(=O)C=1OC2=C(C1)C=C(C=C2)NC(=O)NC2=NOC(=C2)C(C)(C)C)CN2CCN(CC2)C 2-(5-(3-(5-(tert-Butyl)isoxazol-3-yl)ureido)benzofuran-2-carbonyl)-4-((4-methylpiperazin-1-yl)methyl)-1H-indol-5-yl [1,4'-bipiperidine]-1'-carboxylate tris(2,2,2-trifluoroacetate)